OCC1(COC2=C1C=C(C=C2C(=O)NC)C(=O)NCCCO)C2=CC=CC=C2 3-(hydroxymethyl)-N5-(3-hydroxypropyl)-N7-methyl-3-phenyl-2,3-dihydrobenzofuran-5,7-dicarboxamide